N-(2-(4,4-Difluoropiperidin-1-yl)-6-methylpyrimidin-4-yl)-2-((1-hydroxy-2-methylpropan-2-yl)amino)-4-(6-azaspiro[2.5]octan-6-yl)pyrimidine-5-carboxamide FC1(CCN(CC1)C1=NC(=CC(=N1)NC(=O)C=1C(=NC(=NC1)NC(CO)(C)C)N1CCC2(CC2)CC1)C)F